CC=1C(=NC(=NC1)NC1CCC(CC1)N)C1=CN=C2N1C=C(C=C2)NC=2C=NC=NC2 (1r,4r)-N1-(5-Methyl-4-(6-(pyrimidin-5-ylamino)imidazo[1,2-a]pyridin-3-yl)pyrimidin-2-yl)cyclohexane-1,4-diamine